(S)-4-benzyl-3-oxo-1,4-oxaazepane-7-carboxylic acid C(C1=CC=CC=C1)N1C(CO[C@@H](CC1)C(=O)O)=O